((benzo[d]oxazol-2-ylmethyl)thio)-1-(tetrahydro-2H-thiopyran-4-yl)-1,5-dihydro-4H-pyrazolo[3,4-d]pyrimidin-4-one O1C(=NC2=C1C=CC=C2)CSC2=NN(C=1N=CNC(C12)=O)C1CCSCC1